2,3-dibenzyl-1-(phenyl-(2-thiophenesulfinyl))methylene-1H-indene C(C1=CC=CC=C1)C=1C(C2=CC=CC=C2C1CC1=CC=CC=C1)=CS(=O)C=1SC=CC1C1=CC=CC=C1